C(C)C1=C(C=CC(=C1F)F)[C@H]1[C@@H](O[C@@]([C@@H]1C)(C(F)(F)F)C)C(=O)NC1=CC(=NC=C1)C(=O)N 4-[[(2R,3s,4r,5s)-3-(2-ethyl-3,4-difluoro-phenyl)-4,5-dimethyl-5-(trifluoromethyl)tetrahydrofuran-2-carbonyl]amino]pyridine-2-carboxamide